N-(5-(9-(6-Cyanopyridin-3-yl)-2-oxobenzo[h][1,6]naphthyridin-1(2H)-yl)-2-methylphenyl)acrylamide C(#N)C1=CC=C(C=N1)C1=CC=2C(=NC=C3C=CC(N(C23)C=2C=CC(=C(C2)NC(C=C)=O)C)=O)C=C1